2-pentyl-4-tridecenoic acid C(CCCC)C(C(=O)O)CC=CCCCCCCCC